C12=C3C4CCC(C3C(CC1)C2)C4 tetracyclo[6.2.1.13,6.02,7]dodecene